6-((2-((3R,4R)-3-Amino-4-fluoro-1-piperidinyl)-4-methyl-1H-benzimidazol-1-yl)methyl)-3-pyridincarbonitril N[C@@H]1CN(CC[C@H]1F)C1=NC2=C(N1CC1=CC=C(C=N1)C#N)C=CC=C2C